bis(dimethylamino)bis(cyclopentadienyl)tungsten ethyl-6-benzyl-5,7-dioxo-6-azaspiro[2.5]octane-8-carboxylate C(C)OC(=O)C1C(N(C(CC12CC2)=O)CC2=CC=CC=C2)=O.CN(C)[W](C2C=CC=C2)(C2C=CC=C2)N(C)C